1,1-bis(pentafluorophenyl)methanol FC1=C(C(=C(C(=C1C(O)C1=C(C(=C(C(=C1F)F)F)F)F)F)F)F)F